2-({(1S)-1-[4-(Azepan-1-ylmethyl)phenyl]ethyl}amino)-8-propylpyrido[2,3-d]pyrimidin-7(8H)-on N1(CCCCCC1)CC1=CC=C(C=C1)[C@H](C)NC=1N=CC2=C(N1)N(C(C=C2)=O)CCC